4-methoxycarbonyl-2-methyl-benzoic acid COC(=O)C1=CC(=C(C(=O)O)C=C1)C